FC1=C(C(=CC(=C1)C#CC1=CC=CC=C1)F)N1C(N([C@@]2(CC1=O)C=1C=CN=CC1CCC2)C)=O (5S)-3'-[2,6-Difluoro-4-(2-phenylethynyl)phenyl]-1'-methyl-spiro[7,8-dihydro-6H-isoquinoline-5,6'-hexahydropyrimidine]-2',4'-dione